aluminum titanium boron zinc zirconium [Zr].[Zn].[B].[Ti].[Al]